COC1=CC=C(C=C1)N1CCN(CC1)C1=C(C=NC2=CC=CC=C12)NC(=O)C1=CC=C(C=C1)CCC N-(4-(4-(4-methoxyphenyl)piperazin-1-yl)quinolin-3-yl)-4-propylbenzeneFormamide